N-[4-fluoro-5-(2-morpholin-4-ylpyrimidin-5-yl)-2-[(3R)-3-[methyl(2,2,2-trifluoroethyl)amino]pyrrolidin-1-yl]phenyl]-6-oxo-4-(trifluoromethyl)-1H-pyridine-3-carboxamide FC1=CC(=C(C=C1C=1C=NC(=NC1)N1CCOCC1)NC(=O)C1=CNC(C=C1C(F)(F)F)=O)N1C[C@@H](CC1)N(CC(F)(F)F)C